B([O-])([O-])[O-].IC1=C(C(C(=O)[O-])=CC=C1)OF.C(C)[N+](C)(CC)CC.C(C)[N+](CC)(CC)C.C(C)[N+](CC)(CC)C.C(C)[N+](CC)(CC)C triethylmethylammonium iodofluorosalicylate borate